4,4'-Thiobis(3,6-di-sec-amyl-phenol) S(C1=C(C=C(C(=C1)C(C)CCC)O)C(C)CCC)C1=C(C=C(C(=C1)C(C)CCC)O)C(C)CCC